Cl.CC1=C(C=CC(=C1)S(N[C@H](C)C1CCNCC1)(=O)=O)NC(=O)C1CCOCC1 (R)-N-(2-methyl-4-(N-(1-(piperidin-4-yl)ethyl)sulfamoyl)phenyl)tetrahydro-2H-pyran-4-carboxamide hydrochloride